N-(3-(1H-imidazol-1-yl)propyl)-2-(5-(4-fluorophenyl)thiophen-2-yl)acetamide N1(C=NC=C1)CCCNC(CC=1SC(=CC1)C1=CC=C(C=C1)F)=O